FC1=C(N(C2=CC=CC=C12)F)C1=CC=C(C=C1)F difluoro-2-(4-fluorophenyl)-1H-indole